1,3-diisopropyl-N-(trimethylsilyl)-1,3-dihydro-2H-benzo[d]imidazole-2-imine C(C)(C)N1C(N(C2=C1C=CC=C2)C(C)C)=N[Si](C)(C)C